OCCOCCOCC/C=C/C(=O)OC(C)(C)C tert-butyl (E)-5-(2-(2-hydroxyethoxy)ethoxy)pent-2-enoate